N-(3-fluoro-5-(5-((1S,2S)-2-fluorocyclopropyl)-1,2,4-oxadiazol-3-yl)-2-methylphenyl)imidazo[1,2-a]pyridine-3-carboxamide FC=1C(=C(C=C(C1)C1=NOC(=N1)[C@H]1[C@H](C1)F)NC(=O)C1=CN=C2N1C=CC=C2)C